1-(7-propoxybenzofuran-2-yl)ethan-1-one C(CC)OC1=CC=CC=2C=C(OC21)C(C)=O